C(C)(C)(C)OC(=O)N[C@@H](CC=C)C1=NC=CC(=C1)N1N=C(C=C1NC([C@@H](C=C)C)=O)C(=O)OCC ethyl 1-(2-((S)-1-((tert-butoxycarbonyl) amino) but-3-en-1-yl) pyridin-4-yl)-5-((R)-2-methylbut-3-eneamido)-1H-pyrazole-3-carboxylate